tert-butyl (2-(6-fluoro-1-methyl-1H-indol-5-yl)ethyl)carbamate FC1=C(C=C2C=CN(C2=C1)C)CCNC(OC(C)(C)C)=O